(R)-N-((5-cyclopropylpyrazin-2-yl)methyl)-1-methoxypropan-2-amine C1(CC1)C=1N=CC(=NC1)CN[C@@H](COC)C